14-((2-(2,6-dioxopiperidin-3-yl)-1-oxoisoindoline-4-yl)amino)-3,6,9,12-tetraoxatetradecanoic acid O=C1NC(CCC1N1C(C2=CC=CC(=C2C1)NCCOCCOCCOCCOCC(=O)O)=O)=O